FC1=CC(=C(C=C1C1=CC=C(C=C1)N1CCN(CC1)C)NC(=O)C1=CN(C(C=C1C(F)(F)F)=O)C)N1C[C@H](N(CC1)C)C |r| N-[4-fluoro-5-[4-(4-methylpiperazin-1-yl)phenyl]-2-[rac-(3R)-3,4-dimethylpiperazin-1-yl]phenyl]-1-methyl-6-oxo-4-(trifluoromethyl)pyridine-3-carboxamide